6-methyl-5-nitro-1-(4-(trifluoromethyl)benzyl)isoquinoline CC=1C(=C2C=CN=C(C2=CC1)CC1=CC=C(C=C1)C(F)(F)F)[N+](=O)[O-]